O[C@H]1CC(N2C1=NN(C2=O)C2CC(C2)C2=CC=CC=C2)C2=NC=CN=C2 (7S)-7-hydroxy-2-((1r,3S)-3-phenylcyclobutyl)-5-(pyrazin-2-yl)-2,5,6,7-tetrahydro-3H-pyrrolo[2,1-c][1,2,4]triazol-3-one